5-CHLORO-1-CYCLOPENTYL-3-PROPYL-1H-PYRAZOLE-4-CARBALDEHYDE ClC1=C(C(=NN1C1CCCC1)CCC)C=O